C(C(=C)C)(=O)OCCOC(C1C(C(=O)[O-])CCCC1)=O mono(2-methacryloyloxyethyl)hexahydrophthalate